BrC=1N=CC(=NC1)[C@@H]1[C@H](C1)C(=O)OCC (1S,2S)-ethyl 2-(5-bromo-pyrazin-2-yl)-cyclopropanecarboxylate